ClC=1C(=NC(=CC1)C#N)OC=1C=C(C=CC1)C[C@@H]1N(CC([C@@H]1NS(=O)(=O)C1CC1)(F)F)C(=O)OC(C)(C)C tert-butyl (2S,3R)-2-({3-[(3-chloro-6-cyanopyridin-2-yl)oxy]phenyl}methyl)-3-[(cyclopropanesulfonyl)amino]-4,4-difluoropyrrolidine-1-carboxylate